FC1C[C@@]2([C@H]3CC[C@@]4([C@H](CC[C@H]4[C@@H]3CC[C@@H]2C[C@@]1(C1=CC=C(C=C1)C1=CC=CC=C1)O)[C@@H](CCC(=O)O)C)C)C (4R)-4-[(3S,5R,8R,9S,10S,13R,14S,17R)-2-fluoro-3-hydroxy-10,13-dimethyl-3-(4-phenylphenyl)-1,2,4,5,6,7,8,9,11,12,14,15,16,17-tetradecahydrocyclopenta[a]phenanthren-17-yl]pentanoic acid